C(C)OP(OCC)(=O)CC1=CC=C(C=C1)OC.ClC1=C(C(=O)NC2=CC(=NC=C2)S(N)(=O)=O)C(=C(C(=N1)C)Cl)C 2,5-dichloro-4,6-dimethyl-N-(2-sulfamoylpyridin-4-yl)nicotinamide diethyl(4-methoxybenzyl)phosphonate